PHENYL-METHACRYLAMIDE C1(=CC=CC=C1)C=C(C(=O)N)C